1-Methyl-2-oxopiperidine CN1C(CCCC1)=O